3-(4-fluorobenzoyl)-4-trifluoromethanesulfonyl-5-(4-fluorophenyl)isoxazole FC1=CC=C(C(=O)C2=NOC(=C2S(=O)(=O)C(F)(F)F)C2=CC=C(C=C2)F)C=C1